5-[4-[4-[2-[4-[4-[(2,6-dioxo-3-piperidyl)amino]phenyl]-1-piperidyl]acetyl]piperazin-1-yl]phenyl]-3-[3-[[ethyl(methyl)sulfamoyl]amino]-2,6-difluoro-benzoyl]-1H-pyrrolo[2,3-b]pyridine O=C1NC(CCC1NC1=CC=C(C=C1)C1CCN(CC1)CC(=O)N1CCN(CC1)C1=CC=C(C=C1)C=1C=C2C(=NC1)NC=C2C(C2=C(C(=CC=C2F)NS(N(C)CC)(=O)=O)F)=O)=O